4-(5-(2-bromophenyl)-3,4-dihydropyridin-1(2H)-yl)-6-isopropylpyrimidin-2-amine BrC1=C(C=CC=C1)C=1CCCN(C1)C1=NC(=NC(=C1)C(C)C)N